4-((S)-6-(3-(difluoromethoxy)-5-fluorophenyl)-4-((3-(trifluoromethyl)phenyl)sulfonyl)-3,4-dihydro-2H-benzo[b][1,4]oxazin-2-yl)-N-(methylsulfonyl)bicyclo[2.2.1]heptane-1-carboxamide FC(OC=1C=C(C=C(C1)F)C1=CC2=C(O[C@H](CN2S(=O)(=O)C2=CC(=CC=C2)C(F)(F)F)C23CCC(CC2)(C3)C(=O)NS(=O)(=O)C)C=C1)F